CC1CC2=C(C(=CS2)C(=O)NC=2C=NC(=C(C2)C=2C=NC3=CC(=NC=C3C2)NC)C)CC1 6-methyl-N-(6-methyl-5-(7-(methylamino)-1,6-naphthyridin-3-yl)pyridin-3-yl)-4,5,6,7-tetrahydrobenzo[d]thiophene-3-carboxamide